N-[3-cyano-1-(3-chlorobenzyl)-1H-indol-5-yl]-6-oxo-1,6-dihydropyrimidine-4-carboxamide C(#N)C1=CN(C2=CC=C(C=C12)NC(=O)C=1N=CNC(C1)=O)CC1=CC(=CC=C1)Cl